7-(4-((1R,5S)-3,8-diazabicyclo[3.2.1]octan-3-yl)-8-fluoro-2-(((2R,7aS)-2-fluorotetrahydro-1H-pyrrolizin-7a(5H)-yl)methoxy)quinazolin-7-yl)-5-hydroxy-2,3-dihydro-1H-inden-1-one [C@H]12CN(C[C@H](CC1)N2)C2=NC(=NC1=C(C(=CC=C21)C=2C=C(C=C1CCC(C21)=O)O)F)OC[C@]21CCCN1C[C@@H](C2)F